dextrose mono-hydrate O.O=C[C@H](O)[C@@H](O)[C@H](O)[C@H](O)CO